(3aR,6aS)-5-[[6-(1,3-dimethylpyrazol-4-yl)pyridazin-3-yl]oxy-methyl]-2-(2-methyl-pentyl)-3,3a,4,5,6,6a-hexahydro-1H-cyclopenta[c]pyrrole CN1N=C(C(=C1)C1=CC=C(N=N1)OCC1C[C@@H]2[C@@H](CN(C2)CC(CCC)C)C1)C